[C@H]1(CCCC2=CC=CC=C12)C[N+]1=NOC(=C1)[N-]C(NC1=CC(=NC=C1)C(F)(F)F)=O |r| Rac-(3-((1,2,3,4-Tetrahydronaphthalen-1-yl)methyl)-1,2,3-oxadiazol-3-ium-5-yl)((2-(trifluoromethyl)pyridin-4-yl)carbamoyl)amide